3,5-dibromophenyl sulfide BrC=1C=C(C=C(C1)Br)SC1=CC(=CC(=C1)Br)Br